(S)-(3-(1-benzyl-6-oxo-1,6-dihydropyridin-3-yl)-4,4-difluoropiperidin-1-yl)-N-(5-fluoropyridin-2-yl)propanamide C(C1=CC=CC=C1)N1C=C(C=CC1=O)C1CN(CCC1(F)F)[C@H](C(=O)NC1=NC=C(C=C1)F)C